5-(tert-butyl)-N-(4-(6-((2R,6R)-2,6-dimethylmorpholino)pyrrolo[2,1-f][1,2,4]triazin-4-yl)-2-methylbenzyl)-1,2,4-oxadiazole-3-carboxamide C(C)(C)(C)C1=NC(=NO1)C(=O)NCC1=C(C=C(C=C1)C1=NC=NN2C1=CC(=C2)N2C[C@H](O[C@@H](C2)C)C)C